N-(2-((5-chloro-2-((4-(4-(4-cyclopropylpiperazin-1-yl)piperidin-1-yl)-2-methoxy-5-methylphenyl)amino)pyrimidin-4-yl)amino)-4-methoxyphenyl)methanesulfonamide ClC=1C(=NC(=NC1)NC1=C(C=C(C(=C1)C)N1CCC(CC1)N1CCN(CC1)C1CC1)OC)NC1=C(C=CC(=C1)OC)NS(=O)(=O)C